2-((3-(3-chloro-4-methylphenyl)-1-((2-(2,6-dioxopiperidin-3-yl)-1-oxoisoindolin-5-yl)methyl)ureido)methyl)acrylic acid ClC=1C=C(C=CC1C)NC(N(CC=1C=C2CN(C(C2=CC1)=O)C1C(NC(CC1)=O)=O)CC(C(=O)O)=C)=O